2-isopropyl-4-methyl-thiaole tert-Butyl-7-nitro-1H-indole-1-carboxylate C(C)(C)(C)OC(=O)N1C=CC2=CC=CC(=C12)[N+](=O)[O-].C(C)(C)C=1SC=C(C1)C